O=C1NC(CCC1C1=C(C(=O)N)C=CC(=C1)N1CCN(CC1)CC1CCNCC1)=O (2,6-dioxopiperidin-3-yl)-4-[4-[(piperidin-4-yl)methyl]piperazin-1-yl]benzamide